N5-(5-(2-((S)-1-((2S,4R)-1-((S)-2-acetamido-3,3-dimethylbutanoyl)-4-hydroxypyrrolidine-2-carboxamido)ethyl)-5-(4-methylthiazol-5-yl)phenoxy)pentyl)glutaramide C(C)(=O)N[C@H](C(=O)N1[C@@H](C[C@H](C1)O)C(=O)N[C@@H](C)C1=C(OCCCCCNC(CCCC(=O)N)=O)C=C(C=C1)C1=C(N=CS1)C)C(C)(C)C